C(C)N(C1=NC2=CC(=CC=C2C(N1NC(CC1=CC=C(C=C1)OC)=O)=O)F)C N-[2-(Ethyl-methyl-amino)-7-fluoro-4-oxo-4H-quinazolin-3-yl]-2-(4-methoxy-phenyl)-acetamide